5'-O-(4,4'-dimethoxytrityl)-N6-(2-azidoethyl)-N6-acetyl-2'-deoxyadenosine COC1=CC=C(C(C2=CC=C(C=C2)OC)(C2=CC=CC=C2)OC[C@@H]2[C@H](C[C@@H](O2)N2C=NC=3C(N(C(C)=O)CCN=[N+]=[N-])=NC=NC23)O)C=C1